C(C)(=O)O[C@H]1[C@@H](SC=2C(=NC=C(C2)Br)C#N)O[C@@H]([C@@H]([C@@H]1N1N=NC(=C1)C=1SC=CN1)OC(C)=O)COC(C)=O 5-bromo-2-cyano-pyridin-3-yl 2,4,6-tri-O-acetyl-3-deoxy-3-[4-(2-thiazolyl)-1H-1,2,3-triazol-1-yl]-1-thio-alpha-D-galactopyranoside